rac-(3as,6as)-hexahydropyrrolo[3,4-C]pyrrole-2(1H)-carboxylic acid tert-butyl ester C(C)(C)(C)OC(=O)N1C[C@@H]2CNC[C@H]2C1 |r|